O1C(C1)C(=O)O 2-oxiranecarboxylic acid